O1CCN(CC1)C=1C2=C(N=C(N1)NC1=NNC(=C1)C1=CC=CC=C1)C=CO2 4-morpholino-N-(5-phenyl-1H-pyrazol-3-yl)furo[3,2-d]pyrimidin-2-amine